BrC=1C=C(C(=O)NCC(=O)OC(C)(C)C)C=C(C1)S(=O)(=O)C1=CC(=CC=C1)Br tert-butyl (3-bromo-5-((3-bromophenyl)sulfonyl)benzoyl)glycinate